Cl.ClC1=C(N=C(NC1=O)C1=C(C=NC=C1)F)N1CCNCC(C1)(F)F 5-chloro-4-(6,6-difluoro-1,4-diazepan-1-yl)-2-(3-fluoro-4-pyridinyl)-1H-pyrimidin-6-one hydrochloride